1-Cyano-cyclopropanecarboxylic acid [4-methoxy-7-(tetrahydropyran-4-yl)-thiazolo[4,5-c]pyridin-2-yl]-amide COC1=NC=C(C2=C1N=C(S2)NC(=O)C2(CC2)C#N)C2CCOCC2